O=C1CC=NC2=NC=C(N=C21)OC=2C=NC=CC2 8-oxo-2-(pyridin-3-yloxy)pyrido[2,3-b]pyrazin